NC1=NC=CC(=N1)C1=CC(=C(CNC(=O)C2=CC3=C(S2)CCCC3)C=C1)C N-(4-(2-aminopyrimidin-4-yl)-2-methylbenzyl)-4,5,6,7-tetrahydrobenzo[b]Thiophene-2-carboxamide